FC1=C2CN(CC2=CC=C1O)C(CCC(=O)OCC)=O ethyl 4-(4-fluoro-5-hydroxy-isoindolin-2-yl)-4-oxo-butyrate